COC1=C(C2=C(C=N1)C=NN2C)NS(=O)(=O)C=2C=NC(=CC2)N2N=C(C=C2)C N-{6-methoxy-1-methylpyrazolo[4,3-c]pyridin-7-yl}-6-(3-methylpyrazol-1-yl)pyridine-3-sulfonamide